O=C1N(CCC(N1)=O)C=1C=C(C=CC1OC)N1CC(CC1)C=O 1-(3-(2,4-dioxotetrahydropyrimidin-1(2H)-yl)-4-methoxyphenyl)pyrrolidine-3-carbaldehyde